N-(5-azidoacetamidylpentenyl)acrylamide tert-butyl-4-[1-(2,6-dioxo-3-piperidyl)-3,4-dihydro-2H-quinolin-5-yl]piperidine-1-carboxylate C(C)(C)(C)OC(=O)N1CCC(CC1)C1=C2CCCN(C2=CC=C1)C1C(NC(CC1)=O)=O.N(=[N+]=[N-])CC(=O)NCCCC=CNC(C=C)=O